COC1=CC=CC=2C=3C=C4C(=C(C3NC12)C)CCN(C4)C(=O)OC(C)(C)C tert-butyl 7-methoxy-5-methyl-1,3,4,6-tetrahydropyrido[4,3-b]carbazole-2-carboxylate